F[P-](F)(F)(F)(F)F.CN(C)C(=[N+]1N=[N+](C2=NC=CC=C21)[O-])N(C)C 1-[bis(dimethylamino)methylene]-1H-1,2,3-triazolo[4,5-b]pyridinium 3-oxide hexafluorophosphat